NC1=C(C2=C(S1)C(=CC=C2C2=C1C=NN3C1=C(C(=C2F)F)C(N2C(CC3)CNCC2)=O)F)C#N 2-Amino-4-(1,2-difluoro-14-oxo-8,8a,9,10,11,12-hexahydro-7H,14H-pyrazino[1',2':5,6][1,5]diazocino[3,2,1-hi]indazol-3-yl)-7-fluorobenzo[b]thiophene-3-carbonitrile